2-(1H-imidazol-1-yl)-N-(4-methylpiperidin-4-yl)isonicotinamide dihydrochloride Cl.Cl.N1(C=NC=C1)C=1C=C(C(=O)NC2(CCNCC2)C)C=CN1